C(C)(=O)N1CCC(CC1)N1CC(C1)N1N=C(C(=C1)NC(=O)C1=NC(=CC=C1)C=1C=NN(C1)C)C(F)F N-(1-(1-(1-acetylpiperidin-4-yl)azetidin-3-yl)-3-(difluoromethyl)-1H-pyrazol-4-yl)-6-(1-methyl-1H-pyrazol-4-yl)-2-pyridineamide